2-((6-methoxypyridin-3-yl)methyl)-6-(4-methylpyridin-2-ylsulfonyl)phthalazin-1(2H)-one COC1=CC=C(C=N1)CN1C(C2=CC=C(C=C2C=N1)S(=O)(=O)C1=NC=CC(=C1)C)=O